3-(3-fluoro-2-nitrophenyl)propionic acid FC=1C(=C(C=CC1)CCC(=O)O)[N+](=O)[O-]